FC1=CC=C(C=C1)N1N=CC(=C1COC1=CC=C(N=N1)N1CC(NCC1)=O)C 4-(6-((1-(4-fluorophenyl)-4-methyl-1H-pyrazol-5-yl)methoxy)pyridazin-3-yl)piperazin-2-one